O=C1N(CC2=CC(=CC=C12)N1CCNCC1)[C@@H]1CNCCC1 (S)-3-(1-oxo-5-(piperazin-1-yl)isoindolin-2-yl)piperidine